COC1=CC=C2C=3C=CN=C(C3N(C2=C1)CCCCC#N)C 5-(7-methoxy-1-methyl-β-carbolin-9-yl)pentanenitrile